15-chloro-21,24-difluoro-16-methoxy-18,18-dioxo-8,11-dioxa-18λ6-thia-19-azatetracyclo[18.3.1.113,17.02,7]pentacosa-1(23),2(7),3,5,13(25),14,16,20(24),21-nonaen-12-one ClC1=CC=2C(OCCOC=3C=CC=CC3C3=CC=C(C(NS(C(=C1OC)C2)(=O)=O)=C3F)F)=O